2-[4-[2-(5-Isopropoxy-1-tetrahydropyran-2-yl-indazol-3-yl)pyrimidin-4-yl]-3-methyl-pyrazole-1-yl]ethanol C(C)(C)OC=1C=C2C(=NN(C2=CC1)C1OCCCC1)C1=NC=CC(=N1)C=1C(=NN(C1)CCO)C